NCC(C(=O)O)(C)C 3-amino-2,2-dimethylpropanoic acid